(2-(3-bromo-2-chloropropylidene)propane-1,3-diyl)dibenzene BrCC(C=C(CC1=CC=CC=C1)CC1=CC=CC=C1)Cl